2-methyl-6-(pyrrolidin-2-yl)pyridine CC1=NC(=CC=C1)C1NCCC1